FC=1N(N=C2C=CC=C(C12)C1=NN(C2=C(C=CC=C12)C)C=1C=CC(=NC1)N1[C@H]2C[C@@H]([C@@H](C1)C2)C(=O)OC)C methyl (1R,4S,5S)-2-(5-{3'-fluoro-2',7-dimethyl-1H,2'H-[3,4'-biindazol]-1-yl}pyridin-2-yl)-2-azabicyclo[2.2.1]heptane-5-carboxylate